BrC1=C2C=NNC2=C(C=C1C)F 4-bromo-7-fluoro-5-methyl-1H-indazole